tert-butyl 4-[4-[(1R)-1-[[2-methyl-5-(4-methylpiperazin-1-yl)benzoyl]amino]ethyl]phenyl]piperazine-1-carboxylate CC1=C(C(=O)N[C@H](C)C2=CC=C(C=C2)N2CCN(CC2)C(=O)OC(C)(C)C)C=C(C=C1)N1CCN(CC1)C